ClC1(CC1)C(CN1NC=NC1=S)(CC1=C(C=CC=C1)Cl)O 2-(2-(1-chlorocyclopropyl)-3-(2-chlorophenyl)-2-hydroxypropyl)-1H-1,2,4-triazole-3(2H)-thione